ClC1=NC=CC(=N1)NC=1N=CC=2CCC3=C(C2C1F)NC1=C3C(NCC13CC3)=O 2'-((2-chloropyrimidin-4-yl)amino)-1'-fluoro-6',8',9',11'-tetrahydrospiro[cyclopropane-1,10'-pyrido[3',4':4,5]pyrrolo[2,3-f]isoquinolin]-7'(5'H)-one